C(CCCCCC)(=O)OOOC(C)(C)C1=CC=CC=C1 alpha-cumylperoxy n-heptanoate